8-fluoro-2-(((3R,4R)-4-methoxy-1-methylpyrrolidin-3-yl)oxy)-1,6-naphthyridine-3-carbonitrile FC=1C=NC=C2C=C(C(=NC12)O[C@@H]1CN(C[C@H]1OC)C)C#N